C1(=CC=CC2=CC=CC=C12)C1=C(C(=O)O)C=CN=C1 3-(naphthalen-1-yl)isonicotinic acid